2-Amino-N-[1-(8-chloro-5-pyrrolidin-1-ylimidazo[1,5-a]pyridin-6-yl)ethyl]pyrazolo[1,5-a]pyrimidine-3-carboxamide trifluoroacetate salt FC(C(=O)O)(F)F.NC1=NN2C(N=CC=C2)=C1C(=O)NC(C)C=1C=C(C=2N(C1N1CCCC1)C=NC2)Cl